3-Chloro-5-(3-(3-methyl-2-oxo-2,3-dihydro-1H-benzo[d]imidazol-1-yl)piperidin-1-yl)pyrazine-2-carbonitrile ClC=1C(=NC=C(N1)N1CC(CCC1)N1C(N(C2=C1C=CC=C2)C)=O)C#N